4-fluoro-2-methyl-3-(trifluoromethyl)-phenylacetic acid FC1=C(C(=C(C=C1)CC(=O)O)C)C(F)(F)F